FC(CCCN)C 4-fluoropentan-1-amine